FC=1C(=C(C=CC1F)[C@H]1[C@@H](O[C@](C1)(C(F)(F)F)CC)C(=O)NC1=CC(=NC=C1)C(=O)N)OC |r| rac-(2R,3S,5R)-4-[[3-(3,4-difluoro-2-methoxy-phenyl)-5-ethyl-5-(trifluoromethyl)tetrahydrofuran-2-carbonyl]amino]pyridine-2-carboxamide